CC(=CCC=1C(=C(C(=O)NCC2=CC=C(C=C2)F)C(=CC1O)CCCCC)O)CCC=C(C)C 3-(3,7-dimethylocta-2,6-dien-1-yl)-N-(4-fluorobenzyl)-2,4-dihydroxy-6-pentylbenzamide